C(C)(=O)C=1C=C(C(=O)CC(C2=CC(=C(C(=C2O)O)O)C(C)=O)=O)C(=C(C1O)O)O bis(3-acetyl-4,5,6-trihydroxybenzoyl)methane